((3-hydroxypropyl)azanediyl)bis(butane-4,1-diyl) (2E,2'E)-bis(2-hexylidenedecanoate) C(/CCCCC)=C(\C(=O)OCCCCN(CCCCOC(C(CCCCCCCC)=CCCCCC)=O)CCCO)/CCCCCCCC